COCCO[C@@]1([C@@H](O[C@@H]([C@H]1O)CO)N1C=NC=2C(=O)NC(N)=NC12)O 2'-methoxyethoxyguanosine